FC=1C(=NC=CC1C(=O)OC)NC=1N=CC2=C(N=CC(=C2C1)C1=NN2C(C=CC(=C2)N2CCOCC2)=N1)NC methyl 3-fluoro-2-[[8-(methylamino)-5-(6-morpholino-[1,2,4]triazolo[1,5-a]pyridin-2-yl)-2,7-naphthyridin-3-yl]amino]pyridine-4-carboxylate